COC1=C(CN(C([O-])=O)C=2N=CC3=CC(=C(C=C3C2)C2=C(C3=C(OCCN3)N=C2)C)F)C=CC=C1 2-Methoxybenzyl-(7-fluoro-6-(8-methyl-2,3-dihydro-1H-pyrido[2,3-b][1,4]oxazin-7-yl)isochinolin-3-yl)carbamat